[3H]thymidine [C@@H]1(C[C@H](O)[C@@H](CO)O1)N1C(=O)NC(=O)C(C)=C1